4-(4-(4-(4-hydroxybutyl)phenyl)piperidin-1-yl)-2-(trifluoromethyl)benzonitrile OCCCCC1=CC=C(C=C1)C1CCN(CC1)C1=CC(=C(C#N)C=C1)C(F)(F)F